6-(t-butoxycarbonyl)-6-azaspiro[2.5]octane-1-carboxylic acid C(C)(C)(C)OC(=O)N1CCC2(CC2C(=O)O)CC1